N-(2,3-dimethyl-4-nitrophenyl)benzamide CC1=C(C=CC(=C1C)[N+](=O)[O-])NC(C1=CC=CC=C1)=O